N4-(benzoxazol-2(3H)-on-5-yl)-N2-(6-dimethylaminopyridin-3-yl)-5-methylpyrimidine-2,4-diamine O1C(NC2=C1C=CC(=C2)NC2=NC(=NC=C2C)NC=2C=NC(=CC2)N(C)C)=O